C1=CC=C(C(=C1)NC=O)O N-(2-hydroxyphenyl)formamide